NCCC(C)O[Si](OCC)(OCC)CCCN (aminoethyl)-gamma-aminopropyl-triethoxysilane